N-(6-(5-cyano-2-methylphenyl)-5-(trifluoromethyl)pyridin-2-yl)-6-(3-hydroxy-3-methylazetidin-1-yl)pyridine-2-sulfonamide C(#N)C=1C=CC(=C(C1)C1=C(C=CC(=N1)NS(=O)(=O)C1=NC(=CC=C1)N1CC(C1)(C)O)C(F)(F)F)C